O1CC(C1)C(C)NC(=O)C1=CC2=CC=CC(=C2C=C1)OC1=CC=C(C=C1)C(F)(F)F N-(1-(oxetan-3-yl)ethyl)-5-(4-(trifluoromethyl)phenoxy)-2-naphthamide